C(C)(C)C1=CC(=NN1)NC1=CN=C2C(=N1)N(N=C2)C2CCN(CC2)C(C)=O 1-(4-(6-((5-isopropyl-1H-pyrazol-3-yl)amino)-1H-pyrazolo[3,4-b]pyrazin-1-yl)piperidin-1-yl)ethan-1-one